iron mono-lactate C(C(O)C)(=O)[O-].[Fe+]